BrC=1C=C2C(C=C(OC2=C(C1)C(C)NC1=CC(=CC(=C1)F)F)N1CCOCC1)=O 6-bromo-8-[1-(3,5-difluoroanilino)ethyl]-2-morpholino-chromen-4-one